O=C1NC(CCC1N1C(C2=CC=CC(=C2C1=O)OCC(=O)NCCOCCOCCOCCOCCO)=O)=O 2-((2-(2,6-dioxopiperidin-3-yl)-1,3-dioxoisoindolin-4-yl)oxy)-N-(14-hydroxy-3,6,9,12-tetraoxatetradecyl)-acetamide